3-Fluoro-5-[({1-[2-fluoro-4-(trifluoromethyl)phenyl]cyclopropyl}carbonyl)amino]-2-(6-methylpyridin-3-yl)benzoic acid FC=1C(=C(C(=O)O)C=C(C1)NC(=O)C1(CC1)C1=C(C=C(C=C1)C(F)(F)F)F)C=1C=NC(=CC1)C